2-(vinyl)benzoic acid ethyl ester C(C)OC(C1=C(C=CC=C1)C=C)=O